CNC(C(O)C1=CC=CC=C1)=O N-methyl-mandelamide